NC(C(=O)[O-])CN.[K+] potassium α-amino-β-aminopropionate